(propylcyclopentadienyl)(tetramethylcyclopentadienyl)zirconium C(CC)C1(C=CC=C1)[Zr]C1(C(=C(C(=C1)C)C)C)C